2-chloro-4-((2-(methoxymethyl)benzyl)amino)pyrimidin-5-carboxamide ClC1=NC=C(C(=N1)NCC1=C(C=CC=C1)COC)C(=O)N